2,3-dihydroimidazo[1,5-a]quinoline C1NCC2N1C1=CC=CC=C1C=C2